ClC=1N=C(C=2N(C1)N=CC2C#N)C=2C=NC(=CC2)N2CC1N(C(C2)C1)CC1CCC(CC1)(F)F 6-chloro-4-[6-[6-[(4,4-difluorocyclohexyl)methyl]-3,6-diazabicyclo[3.1.1]heptan-3-yl]-3-pyridyl]pyrazolo[1,5-a]pyrazine-3-carbonitrile